5-bromo-3-methyl-6-oxo-1,6-dihydropyridine-2-carboxylic acid methyl ester COC(=O)C=1NC(C(=CC1C)Br)=O